C(C)(C)(C)OC1=NC=C(C(=N1)OC(C)(C)C)C1=CC2=C(N=CN=C2NCC(CO)(F)F)O1 3-[[6-(2,4-Di-tert-butoxypyrimidin-5-yl)furo[2,3-d]pyrimidin-4-yl]amino]-2,2-difluoro-propan-1-ol